ClC=1C(=CC(N(C1)CC1=NC2=C(N1[C@@H]1COCC1(C)C)C=C(C=C2F)C(=O)O)=O)C2=NC(=CC=C2)OCC2=C(C=C(C=C2)C#N)F (S)-2-((5'-chloro-6-((4-cyano-2-fluorobenzyl)oxy)-2'-oxo-[2,4'-bipyridin]-1'(2'H)-yl)methyl)-1-(4,4-dimethyltetrahydrofuran-3-yl)-4-fluoro-1H-benzo[d]imidazole-6-carboxylic acid